ClC1CN(CCN1)C1=C(C=CC=2OCCOC21)O 5-(3-chloropiperazin-1-yl)-6-hydroxy-2,3-dihydro-1,4-benzodioxine